3-nitro-4-(2-oxopyrrolidin-1-yl)benzenesulfonamide [N+](=O)([O-])C=1C=C(C=CC1N1C(CCC1)=O)S(=O)(=O)N